ClC1=CC=2N(C=C1)N=CC2C2=NC(=CC=C2)[C@H]2CNCCC2 |r| Rac-5-chloro-3-(6-(piperidin-3-yl)pyridin-2-yl)pyrazolo[1,5-a]pyridine